3-((1H-pyrrolo[2,3-b]pyridin-5-yl)oxy)-4'-(2-(2-cyclopropylphenyl)pyrrolidin-1-yl)-2',3',4',5'-tetrahydro-[1,1'-biphenyl]-4-carboxylic acid N1C=CC=2C1=NC=C(C2)OC=2C=C(C=CC2C(=O)O)C=2CCC(CC2)N2C(CCC2)C2=C(C=CC=C2)C2CC2